N1N=C(C=C1)OC(C(=O)OCC)(C)C ethyl 2-((1H-pyrazol-3-yl)oxy)-2-methylpropanoate